ClC1=C(OC(C(=O)OCC)(C)C)C(=CC(=C1)CN1N=CN(C1=O)C1=CC=C(C=C1)OC(F)(F)F)Cl Ethyl 2-(2,6-dichloro-4-((5-oxo-4-(4-(trifluoromethoxy) phenyl)-4,5-dihydro-1H-1,2,4-triazol-1-yl) methyl) phenoxy)-2-methylpropionate